N'-hydroxy-3-(trifluoromethoxy)benzamidine ON=C(C1=CC(=CC=C1)OC(F)(F)F)N